3-(3-methyl-1-(tetrahydro-2H-pyran-2-yl)-1H-indazol-5-yl)-1H-imidazo[4,5-b]pyridin-2(3H)-one CC1=NN(C2=CC=C(C=C12)N1C(NC=2C1=NC=CC2)=O)C2OCCCC2